[Na].C(=O)(O)CN(CCN)CCO carboxymethyl-N'-hydroxyethyl-ethylenediamine sodium